C(C)(C)C=1C=C(C=C(C1)C(C)C)S(=O)(=O)[O-].[Na+] sodium 3,5-diisopropylbenzenesulfonate